8-(2,2-difluoro-1-hydroxy-ethyl)-2-[5-(1-isocyano-2-naphthyl)-1-methyl-pyrazol-4-yl]-6H-pyrido[2,3-d]pyridazin-5-one FC(C(O)C1=NNC(C2=C1N=C(C=C2)C=2C=NN(C2C2=C(C1=CC=CC=C1C=C2)[N+]#[C-])C)=O)F